6-(isopentyloxy)-N-isopropyl-4-(methoxymethyl)-9H-pyrido[3,4-b]indole-3-carboxamide C(CC(C)C)OC=1C=C2C3=C(NC2=CC1)C=NC(=C3COC)C(=O)NC(C)C